IC1=C(C=2[C@H]3[C@H](C(OC2C=C1CCCCC)(C)C)CCC(C3)=C)O (6Ar,10aR)-2-iodo-6,6-dimethyl-9-methylidene-3-pentyl-7,8,10,10a-tetrahydro-6aH-benzo[c]chromen-1-ol